CNCCC[C@@H](CC(=O)NC=1SC2=C(N1)C=CC=C2OCCC)NC2=NC=CC1=CC=C(C=C21)C2=NOC(=N2)C (3S)-6-(Methylamino)-3-[[7-(5-methyl-1,2,4-oxadiazol-3-yl)-1-isoquinolyl]amino]-N-(7-propoxy-1,3-benzothiazol-2-yl)hexanamide